C(C)(C)(C)C1=C(C=CC=C1)S tert-butylthiophenol